2-(11-ethyl-1,9-diazatricyclo[6.3.1.04,12]dodeca-2,4(12),5,7-tetraen-2-yl)-7-fluoro-1-methyl-benzimidazole-5-carbonitrile C(C)C1CNC2=CC=CC=3C=C(N1C32)C3=NC2=C(N3C)C(=CC(=C2)C#N)F